tert-butyl (R)-6-(3-((((9H-fluoren-9-yl)methoxy)carbonyl)amino)-4-(phenylthio)butyl)-2,6-diazaspiro[3.3]heptane-2-carboxylate C1=CC=CC=2C3=CC=CC=C3C(C12)COC(=O)N[C@H](CCN1CC2(CN(C2)C(=O)OC(C)(C)C)C1)CSC1=CC=CC=C1